2-oxohexamethyleneimine O=C1NCCCCC1